cyano-N-(5-(pyrrolidin-1-ylmethyl)thiazol-2-yl)pyrrolidine-3-carboxamide C(#N)N1CC(CC1)C(=O)NC=1SC(=CN1)CN1CCCC1